O1C=CC=NC(C=C1)=O 1,5-oxazocin-6-one